(S)-3-(1-((5-(difluoromethyl)-2-(trifluoromethyl)pyrazolo[1,5-a]pyrimidin-7-yl)amino)-2-phenylpropan-2-yl)azetidine-1-sulfonamide FC(C1=NC=2N(C(=C1)NC[C@](C)(C1=CC=CC=C1)C1CN(C1)S(=O)(=O)N)N=C(C2)C(F)(F)F)F